COC(CC1CNC1)=O methyl-3-azetidineacetate